3-azanylidene-5-methylhexanamide N=C(CC(=O)N)CC(C)C